8-chloro-3-(4-benzyl-2-oxo-oxazolidin-3-yl)-4-oxo-1,4-dihydroquinoline ClC=1C=CC=C2C(C(=CNC12)N1C(OCC1CC1=CC=CC=C1)=O)=O